4-(4-methylpiperazin-1-ylmethyl)-3-trifluoromethylbenzoic acid CN1CCN(CC1)CC1=C(C=C(C(=O)O)C=C1)C(F)(F)F